5-Chloro-1H-indole-2-carboxylic acid isopropyl ester C(C)(C)OC(=O)C=1NC2=CC=C(C=C2C1)Cl